FC=C(C(F)(F)F)F trans-1,2,3,3,3-Pentafluoropropene